2,2-dimethyl-1-[(3S)-3-(5-methylpyrazin-2-yl)-1,2-oxazolidin-2-yl]propan-1-one CC(C(=O)N1OCC[C@H]1C1=NC=C(N=C1)C)(C)C